(8-(5-((3,4-dichlorophenyl)difluoromethyl)-1,3,4-oxadiazol-2-yl)-2,6-diazaspiro[3.4]octan-2-yl)(1-(trifluoromethyl)cyclopropyl)methanone ClC=1C=C(C=CC1Cl)C(C1=NN=C(O1)C1CNCC12CN(C2)C(=O)C2(CC2)C(F)(F)F)(F)F